(Z)-1-(3-((4,4-bis(heptyloxy)butanoyl)oxy)-2-(hydroxymethyl)propyl) 9-(non-2-en-1-yl) nonanedioate C(CCCCCCCC(=O)OCC=CCCCCCC)(=O)OCC(COC(CCC(OCCCCCCC)OCCCCCCC)=O)CO